N-(4-((2-((4,4-dimethyl-4,5,6,7-tetrahydropyrazolo[1,5-a]pyridin-2-yl)amino)-3-methyl-3H-imidazo[4,5-b]pyridin-5-yl)oxy)pyridin-2-yl)acetamide CC1(C=2N(CCC1)N=C(C2)NC2=NC=1C(=NC(=CC1)OC1=CC(=NC=C1)NC(C)=O)N2C)C